FC(C1=C(C(=NC=C1)[C@@H](C)N)F)F (1R)-1-[4-(difluoromethyl)-3-fluoro-2-pyridyl]Ethylamine